3-Fluoro-pyruvic acid FCC(C(=O)O)=O